isopropyl (S)-6-diazo-2-((S)-2-methoxybutanamido)-5-oxohexanoate [N+](=[N-])=CC(CC[C@@H](C(=O)OC(C)C)NC([C@H](CC)OC)=O)=O